(1R,2R)-N-(6-((2R,4S)-2-(6-cyclopropylimidazo[1,2-a]pyrimidin-2-yl)-4-hydroxypyrrolidin-1-yl)pyrimidin-4-yl)-2-(4-methylpyridin-2-yl)cyclopropane-1-carboxamide C1(CC1)C=1C=NC=2N(C1)C=C(N2)[C@@H]2N(C[C@H](C2)O)C2=CC(=NC=N2)NC(=O)[C@H]2[C@@H](C2)C2=NC=CC(=C2)C